S=C1NC(CC(N1)=O)=O 2-thioxopyrimidine-4,6(1H,5H)-dione